4-methylphenyl-4-(1-methylethyl)phenyl-Iodonium hexafluorophosphate F[P-](F)(F)(F)(F)F.CC1=CC=C(C=C1)[I+]C1=CC=C(C=C1)C(C)C